C[C@@H]1C(=O)C[C@@H]([C@H](O1)OP(=O)(O)OP(=O)(O)OC[C@@H]2[C@H]([C@H]([C@@H](O2)N3C=NC4=C3N=C(NC4=O)N)O)O)O The molecule is a GDP-sugar having 4-dehydro-3,6-dideoxy-alpha-D-mannose as the sugar fragment. It derives from a GDP-alpha-D-mannose. It is a conjugate acid of a GDP-4-dehydro-3,6-dideoxy-alpha-D-mannose(2-).